C(C)C=1SC=C2C1OCCO2 ethyl-3,4-ethylenedioxythiophene